COC1=C(CNC2=NC=CC(=C2F)CC=2C(=C(C(=C(C(=O)OC)C2)NC2=CC=CC=C2)F)F)C=CC(=C1)OC methyl 5-((2-((2,4-dimethoxybenzyl)amino)-3-fluoropyridin-4-yl)methyl)-3,4-difluoro-2-(phenylamino)benzoate